C(C)(C)(C)OC(=O)N1CCC2(CCCC2=O)CC1 1-oxo-8-azaspiro[4.5]Decane-8-carboxylic acid tert-butyl ester